C(C)(C)(C)C1=C(C=C(C=C1)N1C(C2=CC(=CC=C2[C@@H]([C@H]1C1=CC2=C(OCCO2)C=C1)CO)F)=O)Cl |r| (3S,4S) and (3R,4R)-2-(4-(tert-butyl)-3-chlorophenyl)-3-(2,3-dihydrobenzo[b][1,4]dioxin-6-yl)-7-fluoro-4-(hydroxymethyl)-3,4-dihydroisoquinolin-1(2H)-one